S1C(=CC=C1)C1(CCCC1)C=1SC=CC1 dithienyl-cyclopentane